C(C)C=1C(=CC=C2C=C(C=C(C12)C1=C(C=2N=C(N=C(C2C=N1)N1CC2(CC(C2)O)CCC1)OCC12CCCN2CCC1)F)O)F (3S,7aS)-7a-(((7-(8-ethyl-7-fluoro-3-hydroxynaphthalen-1-yl)-8-fluoro-4-((2S,4s)-2-hydroxy-6-azaspiro[3.5]nonan-6-yl)pyrido[4,3-d]pyrimidin-2-yl)oxy)methyl)hexahydro-1H-pyrrolizin